3,6-dideoxy-D-xylose C[C@@H]1[C@@H](C[C@H](C(O1)O)O)O